C1(=CC=CC=C1)C1=NC(=CC(=C1)C1=NC(=CC(=C1)C=1C=C(C=CC1)C1=CC(=NC=C1N1C2=CC=C(C=C2C=2C=C(C=CC12)C1=CC=CC=C1)C1=CC=CC=C1)N1C2=CC=C(C=C2C=2C=C(C=CC12)C1=CC=CC=C1)C1=CC=CC=C1)C1=CC(=NC(=C1)C1=CC=CC=C1)C1=CC=CC=C1)C1=CC=CC=C1 9,9'-(4-(3-(2,2'',6,6''-tetraphenyl-[4,2':6',4''-terpyridin]-4'-yl)phenyl)pyridine-2,5-diyl)bis(3,6-diphenyl-9H-carbazole)